CN(C[C@@H](CC(C(C)C)N1CC2(C1)CN(CC2)C=2N=CN=NC2OC2=C(C(=O)N(C(C)C)C(C)C)C=C(C=C2)F)O)C 2-((5-(2-((3x-R)-6-(dimethylamino)-5-hydroxy-2-methylhexan-3-yl)-2,6-diazaspiro[3.4]oct-6-yl)-1,2,4-triazin-6-yl)oxy)-5-fluoro-N,N-diisopropylbenzamide